C[C@@H](C[C@H](C(=O)[O-])N)N The molecule is a 2,4-diaminopentanoate that is the conjugate base of (2R,4S)-2,4-diaminopentanoic acid. It is a conjugate base of a (2R,4S)-2,4-diaminopentanoic acid.